NCCCCCCCCCCCCO 1-azatridecan-13-ol